NCC(=O)N[C@H](C(C)C)C(=O)N glycyl-D-valine amide